L-3-methylaminopropylamine CNCCCN